(4-(1-(2,2-difluoroethyl)-2-(trifluoromethyl)-1H-imidazo[4,5-c]pyridin-4-yl)-2-fluorophenyl)((2S)-2-methylmorpholin-4-yl)methanone FC(CN1C(=NC=2C(=NC=CC21)C2=CC(=C(C=C2)C(=O)N2C[C@@H](OCC2)C)F)C(F)(F)F)F